FC=1C=C(C=CC1F)[C@H]1[C@@H](CN(C1)CCOC)NC(=O)NC1=C(C(=NN1C1=CC=CC=C1)C=1C=NN(C1)CC(F)(F)F)C 1-((3S,4R)-4-(3,4-difluorophenyl)-1-(2-methoxyethyl)pyrrolidin-3-yl)-3-(4-methyl-1-phenyl-1'-(2,2,2-trifluoroethyl)-1H,1'H-[3,4'-bipyrazol]-5-yl)urea